FC1(CC(C1)N1N=CC(=C1)C#N)F 1-(3,3-difluorocyclobutyl)pyrazole-4-carbonitrile